1-cyclopentyl-3-methyl-6-((2-methyl-4-(methylsulfonyl)phenyl)amino)-1,3-dihydro-2H-imidazo[4,5-c]pyridin-2-one C1(CCCC1)N1C(N(C=2C=NC(=CC21)NC2=C(C=C(C=C2)S(=O)(=O)C)C)C)=O